C(=O)C=1C(=C(C(=C(C1)CC1=CC=CC=C1)C=N)C=O)C=O tetra-formyldiphenylmethane imide